C(CCCCCCCCCCCCCCC)(=O)OC(CSC[C@@H](C(NCCCNCCCCNCCCNC(CNC(=O)C1=CC=C(C=C1)CN1C2=NC(=NC(=C2N=C1O)N)NCCCC)=O)=O)N)COC(CCCCCCCCCCCCCCC)=O (20R)-20-amino-1-(4-((6-amino-2-(butylamino)-8-hydroxy-9H-purin-9-yl)methyl) phenyl)-1,4,19-trioxo-22-thia-2,5,9,14,18-pentaazapentacosane-24,25-diyl dipalmitate